sulfonyl(ethyl)-carbamate S(=O)(=O)=CCNC([O-])=O